diallyl-aminopropyl-trimethoxysilane C(C=C)C(O[Si](OC)(OC)CCCN)CC=C